FC1=C(C=CC(=C1)F)C(COC1=CC=C(C=C1)C(C=CC1=CC=CC=C1)=O)(CN1N=CN=C1)O 1-[4-[2-(2,4-Difluorophenyl)-2-hydroxy-3-(1,2,4-triazol-1-yl)propoxy]phenyl]-3-phenylprop-2-en-1-one